C(N)(=O)C1=CC=CC=2NC(=NC21)C2N(C1=CC=CC=C1C2)C(=O)OCC2=CC=CC=C2 benzyl 2-(4-carbamoyl-1H-benzo[d]imidazol-2-yl)indoline-1-carboxylate